tetraallyl-acrylamide C(C=C)NC(C(=C(CC=C)CC=C)CC=C)=O